C(CCC(=O)OC=1C=C2C(=CNC2=CC1)CCN(C)C)(=O)OC[C@@H](COC(CCCCCCCCCCCCCCC)=O)OC(CCCCCCCCCCCCCCC)=O |r| rac-2,3-Bis(palmitoyloxy)propyl (3-(2-(dimethylamino)ethyl)-1H-indol-5-yl) succinate